(1S)-4-bromo-1-(ethoxymethoxy)-2,2-difluoro-7-(trifluoromethylsulfanyl)indane BrC1=C2CC([C@H](C2=C(C=C1)SC(F)(F)F)OCOCC)(F)F